2-[(2-chlorophenyl)methyl]-8-methyl-N-[(2RS)-tetrahydrofuran-2-ylmethyl]-4,5-dihydro-2H-furo[2,3-g]indazole-7-carboxamide ClC1=C(C=CC=C1)CN1N=C2C3=C(CCC2=C1)OC(=C3C)C(=O)NC[C@@H]3OCCC3 |r|